C(C)(C)(C)OC(=O)NC[C@H](C)OC(CCC(=O)C1=CC2=C(S1)C=C(C(=C2F)OCOCC[Si](C)(C)C)OC)=O (S)-1-((tert-butoxycarbonyl)amino)propan-2-yl-4-(4-fluoro-6-methoxy-5-((2-(trimethylsilyl)ethoxy)methoxy)benzo[b]thiophen-2-yl)-4-oxobutanoate